tert-butyl 4-((1-(2-hydroxyethyl)piperidin-4-yl)methyl)piperazine-1-carboxylate OCCN1CCC(CC1)CN1CCN(CC1)C(=O)OC(C)(C)C